C1[C@@H]([C@@H]([C@H]([C@@H](O1)O[C@@H]2[C@H]([C@@H]([C@H](O[C@H]2C3=C(C4=C(C=C3O)OC(=CC4=O)C5=CC=C(C=C5)O)O)CO)O)O)O)O)O The molecule is an arabinoside, a C-glycosyl compound, a disaccharide derivative and a trihydroxyflavone. It has a role as a metabolite. It derives from an isovitexin.